BrC1=CC=C2C(=C(C(N(C2=C1)C)=O)C#N)N1CCC(CC1)C=1OC2=C(N1)C=C(C=C2)C 7-bromo-1-methyl-4-[4-(5-methyl-1,3-benzooxazol-2-yl)piperidin-1-yl]-2-oxo-1,2-dihydroquinoline-3-carbonitrile